2-(m-tolyl)pyrrolidine C1(=CC(=CC=C1)C1NCCC1)C